2-methyl-N-(4-(4-(trifluoromethyl)piperidin-1-yl)phenyl)benzo[d]oxazol-6-amine CC=1OC2=C(N1)C=CC(=C2)NC2=CC=C(C=C2)N2CCC(CC2)C(F)(F)F